NC=1OC(=C(C(C1C#N)C1=C(N=NS1)C)C(=O)OC)C methyl 2-amino-3-cyano-4-(4-methyl-5-1,2,3-thiadiazolyl)-6-methyl-4H-pyran-5-carboxylate